3-amino-5-(3-fluorophenyl)-N-(pyridin-4-yl)thiophene-2-carboxamide NC1=C(SC(=C1)C1=CC(=CC=C1)F)C(=O)NC1=CC=NC=C1